FC1=C(C=CC(=C1F)NS(=O)(=O)CC1=CC=CC=C1)C1=CC2=C(N=C(N=C2)N[C@@H]2CN(C[C@H](C2)F)C(=O)OCC2=CC=CC=C2)N(C1=O)C benzyl (3S,5S)-3-((6-(2,3-difluoro-4-((phenylmethyl)sulfonamido)phenyl)-8-methyl-7-oxo-7,8-dihydropyrido[2,3-d]pyrimidin-2-yl)amino)-5-fluoropiperidine-1-carboxylate